OCC1=C(C=C(C=2N1C=CN2)C2=CC=C(C=C2)OC(F)(F)F)CNC(C=C)=O N-[[5-(hydroxymethyl)-8-[4-(trifluoromethoxy)phenyl]imidazo[1,2-a]pyridin-6-yl]methyl]prop-2-enamide